4-(2-aminoethyl)-2-methoxyphenol, hydrochloride Cl.NCCC1=CC(=C(C=C1)O)OC